BrC1=CN(C(C2=C1N=C(N=C2)NC=2C=C1C(CCC1=CC2)N(C)C)=O)C2=C(C=CC=C2Cl)Cl 8-bromo-6-(2,6-dichlorophenyl)-2-[[3-(dimethylamino)indan-5-yl]amino]pyrido[4,3-d]pyrimidin-5-one